potassium magnesium calcium phosphate P(=O)([O-])([O-])[O-].[Ca+2].[Mg+2].[K+]